NCCC(=O)OC1=C(C=C(C=C1)CNC(CCCC\C=C\C(C)C)=O)OC (E)-2-methoxy-4-[(8-methylnon-6-enamido)methyl]phenyl 3-aminopropanoate